C12=C(C(CC(C1(C)C)C2)O)C pinenyl alcohol